COC1=CC=C(C2=CC=CC=C12)C1=NOC(=N1)C1=CC2=C(N(N=N2)C(C)C)C=C1 5-[3-(4-methoxy-naphthalen-1-yl)-1,2,4-oxadiazol-5-yl]-1-(propan-2-yl)-1H-1,2,3-benzotriazole